NC1=NC=CC=C1C1=NC=2C(=NC(=CC2)N2N=CC=C2)N1C=1C=C2CC[C@@H](C2=CC1)N1C=NC2=C(C(=C(C=C2C1=O)C=O)O)F 3-[(1S)-5-[2-(2-aminopyridin-3-yl)-5-(pyrazol-1-yl)imidazo[4,5-b]pyridin-3-yl]-2,3-dihydro-1H-inden-1-yl]-8-fluoro-7-hydroxy-4-oxoquinazoline-6-carbaldehyde